5-(4-chloro-2-fluorophenyl)-7-((2s,4r)-2-(2-methoxy-4-pyridyl)tetrahydro-2H-pyran-4-yl)-2,3-dimethylpyrido[4,3-d]pyrimidin-4(3H)-one ClC1=CC(=C(C=C1)C1=NC(=CC=2N=C(N(C(C21)=O)C)C)[C@H]2C[C@H](OCC2)C2=CC(=NC=C2)OC)F